2-methoxyethane-1-amine COCCN